C(C)(C)(C)OC(CCCCCCCCCCCCC=O)=O 14-oxotetradecanoic acid tert-butyl ester